FC=1C=C(C=CC1OC1=NC=CC(=N1)C)C1=C2N(C=3N=CN=C(C31)N)CCN(C2)C2CNCC2 5-(3-fluoro-4-((4-methylpyrimidin-2-yl)oxy)phenyl)-7-(pyrrolidin-3-yl)-6,7,8,9-tetrahydropyrazino[1',2':1,5]pyrrolo[2,3-d]pyrimidin-4-amine